C(C)C1=NC=2CC[C@@H](CC2NC1=O)CN1CCC(CC1)C=1C=CC(=NC1F)C(=O)NC (S)-5-(1-((2-ethyl-3-oxo-3,4,5,6,7,8-hexahydroquinoxalin-6-yl)methyl)piperidin-4-yl)-6-fluoro-N-methylpicolinamide